N,N-dimethyl-m-methoxycarbonylmethylaniline CN(C1=CC(=CC=C1)CC(=O)OC)C